(S)-8-(6-amino-5-((2-amino-3-chloropyridin-4-yl)thio)pyrazin-2-yl)-2-(propane-2-ylidene)-8-azaspiro[4.5]decan-1-amine NC1=C(N=CC(=N1)N1CCC2(CCC([C@H]2N)=C(C)C)CC1)SC1=C(C(=NC=C1)N)Cl